ClC1=C(C=CC=C1)C1=C(C(=NC2=CC(=CC=C12)N1C(=NC=C1)C)N1[C@H](C2(CN(C2)C(C=C)=O)CC1)C)C 1-((5S)-6-(4-(2-chlorophenyl)-3-methyl-7-(2-methyl-1H-imidazol-1-yl)-2-quinolinyl)-5-methyl-2,6-diazaspiro[3.4]octan-2-yl)-2-propen-1-one